(2S)-Benzyl 2-(((5-hydroxy-4-(hydroxymethyl)-6-methylpyridin-3-yl)methoxy)(phenoxy)phosphorylamino)propanoate OC=1C(=C(C=NC1C)COC1=C(OP(=O)=N[C@H](C(=O)OCC2=CC=CC=C2)C)C=CC=C1)CO